Ethyl 4-hydroxy-1-((N-methylacetamido) methyl)-7-phenoxyisoquinoline-3-carboxylate OC1=C(N=C(C2=CC(=CC=C12)OC1=CC=CC=C1)CN(C(C)=O)C)C(=O)OCC